ClC=1C(N(C(=CC1OCC1=NC=C(C=C1F)F)C)C1=CC(=NC=C1C)C1=CC=C2C(=N1)C(CC2)=O)=O 3-chloro-4-[(3,5-difluoropyridin-2-yl)methoxy]-5',6-dimethyl-2'-{7-oxo-5H,6H-cyclopenta[b]pyridin-2-yl}-[1,4'-bipyridin]-2-one